C(C)(C)(C)C1=C(C(=NC=2CN(CCC12)C(=O)O[C@H]1CN([C@H](C1)C1=C(C=CC(=C1)F)F)S(=O)(=O)C(C)(C)C)O)C(F)(F)F (3R,5R)-1-(tert-butylsulfonyl)-5-(2,5-difluorophenyl)pyrrolidin-3-ol tert-butyl-2-hydroxy-3-(trifluoromethyl)-5,8-dihydro-1,7-naphthyridine-7(6H)-carboxylate